BrC=1C=C(C(=O)NC=2C=CC=C3C=CC=NC23)C=CC1 3-Bromo-N-(8-quinolinyl)benzamide